fluorovinyl phenyl ether C1(=CC=CC=C1)OC=CF